NC=1N=NC(=CC1C=1N=CN(C1)C1CCN(CC1)C1CCC(CC1)C1=CC=CC2=C1OCCN2[C@H]2C(NC(CC2)=O)=O)C2=C(C=CC=C2)O (R)-3-(8-((1r,4R)-4-(4-(4-(3-amino-6-(2-hydroxyphenyl)pyridazin-4-yl)-1H-imidazol-1-yl)piperidin-1-yl)cyclohexyl)-2,3-dihydro-4H-benzo[b][1,4]oxazin-4-yl)piperidine-2,6-dione